CC(CC=1C=C(C(=CC1)C1(C(C=CC=C1F)F)F)C1=CC=CC=C1)CCC DL-(+-)-4'-(beta-methylpentyl)-1,2,6-trifluoro-terphenyl